2-hydroxy-6-[[2-(2-propan-2-ylpyrazol-3-yl)pyridin-3-yl]methoxy]benzaldehyde OC1=C(C=O)C(=CC=C1)OCC=1C(=NC=CC1)C=1N(N=CC1)C(C)C